ClC=1N=C(C(N(C1)[C@H]1CN(CC1)S(=O)(=O)C)=O)N1[C@@H](COCC1)C 5-chloro-3-((R)-3-methylmorpholino)-1-((R)-1-(methylsulfonyl)pyrrolidin-3-yl)pyrazin-2(1H)-one